tert-butyl N-[(2R)-1-[(7-bromo-3-methyl-1,2,3-benzotriazol-5-yl)methoxy]propan-2-yl]carbamate BrC1=CC(=CC2=C1N=NN2C)COC[C@@H](C)NC(OC(C)(C)C)=O